2-(2'-hydroxy-5'-(1,1,3,3-tetramethyl-butyl)phenyl)benzotriazole tert-Butyl-(S)-4-(7-cyclohexyl-5-(pyrrolidin-1-yl)-7H-pyrrolo[2,3-d]pyrimidin-4-yl)-3-methylpiperazine-1-carboxylate C(C)(C)(C)OC(=O)N1C[C@@H](N(CC1)C=1C2=C(N=CN1)N(C=C2N2CCCC2)C2CCCCC2)C.OC2=C(C=C(C=C2)C(CC(C)(C)C)(C)C)N2N=C1C(=N2)C=CC=C1